C(#N)[C@H](C[C@@H]1C(NCCC1)=O)NC(=O)[C@@H]1N([C@@H]2CC([C@H]1CC2)(F)F)C(=O)C2(C1=CC(=CC=C1C=1C=CC(=CC21)Cl)Cl)O (1S,3R,4S)-N-((S)-1-cyano-2-((R)-2-oxopiperidin-3-yl)ethyl)-2-(2,7-dichloro-9-hydroxy-9H-fluorene-9-carbonyl)-5,5-difluoro-2-azabicyclo[2.2.2]octane-3-carboxamide